tert-butyl (3R,5S)-3-[(5-bromopentanoyl)amino]-5-fluoropiperidine-1-carboxylate BrCCCCC(=O)N[C@H]1CN(C[C@H](C1)F)C(=O)OC(C)(C)C